C1(CC1)C1=C(C=2C(=CN=CC2)N1C)C(=O)C=1C=C(C(=C(C#N)C1)O)I 5-(2-cyclopropyl-1-methyl-1H-pyrrolo[2,3-c]pyridine-3-carbonyl)-2-hydroxy-3-iodobenzonitrile